BrC1=C(C#N)C=CC(=C1CO)F 2-bromo-4-fluoro-3-(hydroxymethyl)benzonitrile